N-methyl-N-pentyl-4-(7-(2-(2-((tetrahydro-2H-pyran-2-yl)oxy)propan-2-yl)pyridin-4-yl)furo[3,2-b]pyridin-2-yl)benzamide CN(C(C1=CC=C(C=C1)C1=CC2=NC=CC(=C2O1)C1=CC(=NC=C1)C(C)(C)OC1OCCCC1)=O)CCCCC